N1C2=C(C3=NC=CC=C31)C2 methanopyrrolo[3,2-b]pyridine